2-isopropyl-5-methyl-cyclohexanecarbonitrile C(C)(C)C1C(CC(CC1)C)C#N